4-methyl-1,4-diazaheptane CN(CCN)CCC